N-(1-(1-(2,4-difluorophenyl)ethyl)-1H-pyrazol-4-yl)-5-(furan-2-yl)isoxazole-3-carboxamide FC1=C(C=CC(=C1)F)C(C)N1N=CC(=C1)NC(=O)C1=NOC(=C1)C=1OC=CC1